(R)-(7-chloro-1H-indol-6-yl)(8-methyl-3-(3-methyl-1,2,4-thiadiazol-5-yl)-5,6-dihydro-[1,2,4]triazolo[4,3-a]pyrazin-7(8H)-yl)methanone ClC=1C(=CC=C2C=CNC12)C(=O)N1[C@@H](C=2N(CC1)C(=NN2)C2=NC(=NS2)C)C